perfluorodecyl-trimethyl-silane FC([Si](C(F)(F)F)(C(F)(F)F)C(C(C(C(C(C(C(C(C(C(F)(F)F)(F)F)(F)F)(F)F)(F)F)(F)F)(F)F)(F)F)(F)F)(F)F)(F)F